ClC1=C(C(=CC=C1)Cl)N1CC(C1)C1=C(C=C(C=C1C)C(C)(C)N1CCC(CC1)C(=O)O)C (2-(4-(1-(2,6-dichlorophenyl)azetidin-3-yl)-3,5-dimethylphenyl)propan-2-yl)piperidine-4-carboxylic acid